n-propyl-cyclopentadienyl-zirconium C(CC)[Zr]C1C=CC=C1